N-[5-butyl-4-(1,5-dimethyl-6-oxopyridin-3-yl)pyrimidin-2-yl]methanesulfonamide C(CCC)C=1C(=NC(=NC1)NS(=O)(=O)C)C1=CN(C(C(=C1)C)=O)C